S1C(=NC=C1)S(=O)(=O)C1=CC=C(C=C1)CNC(=O)C=1C=CC=2N(C1)C=CN2 N-{[4-(1,3-thiazole-2-sulfonyl)phenyl]methyl}imidazo[1,2-a]pyridine-6-carboxamide